benzyl 4-((1-(tert-butoxycarbonyl)azetidin-3-yl)oxy)piperidine-1-carboxylate C(C)(C)(C)OC(=O)N1CC(C1)OC1CCN(CC1)C(=O)OCC1=CC=CC=C1